C[C@H](C1=CC=CC=C1)N (R)-(-)-α-methylbenzylamine